(S,7R)-N'-((1,2,3,5,6,7-hexahydro-s-indacen-4-yl)carbamoyl)-7-methyl-6,7-dihydro-5H-pyrazolo[5,1-b][1,3]oxazine-3-sulfonimidamide C1CCC2=C(C=3CCCC3C=C12)NC(=O)N=[S@@](=O)(N)C=1C=NN2C1OCC[C@H]2C